6-[(2S)-2-aminopropyl]-4-{[(furan-2-yl)methyl]amino}-7-methylthieno[3,2-d]pyrimidine-2-carboxamide trifluoroacetate salt FC(C(=O)O)(F)F.N[C@H](CC1=C(C=2N=C(N=C(C2S1)NCC=1OC=CC1)C(=O)N)C)C